4-ethyl-2-((4-(2-hydroxyethoxy)benzyl)thio)-6-(4-methyl-1,4-diazepan-1-yl)pyridine-3,5-dicarbonitrile C(C)C1=C(C(=NC(=C1C#N)N1CCN(CCC1)C)SCC1=CC=C(C=C1)OCCO)C#N